C(C1=CC=CC=C1)SC1=NC=C(C=C1)OC(C)C 2-(Benzylthio)-5-isopropoxypyridine